ethyl (E)-3-((3-butyl-3-ethyl-7-iodo-1,1-dioxido-5-phenyl-2,3,4,5-tetrahydro-1,5-benzothiazepin-8-yl)oxy)acrylate C(CCC)C1(CS(C2=C(N(C1)C1=CC=CC=C1)C=C(C(=C2)O/C=C/C(=O)OCC)I)(=O)=O)CC